6-fluoro-2-(4-(4-(5-(1-methyl-1H-pyrazol-4-yl)pyrimidin-2-yl)piperazine-1-carbonyl)phenyl)-1H-benzo[d]imidazole-4-carboxamide FC=1C=C(C2=C(NC(=N2)C2=CC=C(C=C2)C(=O)N2CCN(CC2)C2=NC=C(C=N2)C=2C=NN(C2)C)C1)C(=O)N